5-bromo-1-[(cis)-3-hydroxy-3-methylcyclobutyl]-7-(trifluoromethyl)-1H-indazole-3-carbonitrile BrC=1C=C2C(=NN(C2=C(C1)C(F)(F)F)C1CC(C1)(C)O)C#N